N2-cyclopentyl-N3-sec-butyl-6-(trifluoromethyl)pyridine-2,3-diamine C1(CCCC1)NC1=NC(=CC=C1NC(C)CC)C(F)(F)F